5-(3-(2,2-Difluoroethyl)-2-methyl-3H-imidazo[4,5-b]pyridin-5-yl)-N-((3R,4S)-3-fluoropiperidin-4-yl)pyrrolo[2,1-f][1,2,4]triazin-4-d-2-amine FC(CN1C(=NC=2C1=NC(=CC2)C=2C=CN1N=C(N=C(C12)[2H])N[C@@H]1[C@@H](CNCC1)F)C)F